2,2-dicyclohexyl-1-(1-oxa-6-azaspiro[2.5]oct-6-yl)ethan-1-one C1(CCCCC1)C(C(=O)N1CCC2(CO2)CC1)C1CCCCC1